C1(CC1)CC1N(CC1(N)C)C1=NC=C(C(=C1)F)C1=NN(C2=CC=C(C=C12)O[C@H](C)C1=C(C=NC=C1Cl)Cl)C1OCCCC1 (cyclopropylmethyl)-1-[5-[5-[(1R)-1-(3,5-dichloro-4-pyridinyl)ethoxy]-1-tetrahydropyran-2-yl-indazol-3-yl]-4-fluoro-2-pyridinyl]-3-methyl-azetidin-3-amine